3-{4-[(cyclobutylmethyl)[(1r,4r)-4-[(3,3,3-trifluoropropyl)amino]cyclohexyl]amino]-1-oxo-3H-isoindol-2-yl}piperidine-2,6-dione C1(CCC1)CN(C1=C2CN(C(C2=CC=C1)=O)C1C(NC(CC1)=O)=O)C1CCC(CC1)NCCC(F)(F)F